(2-((3,7-dimethylocta-1,6-dien-1-yl)oxy)ethyl)benzene CC(C=COCCC1=CC=CC=C1)CCC=C(C)C